Nε-tert-butoxycarbonyl-lysine C(C)(C)(C)OC(=O)NCCCC[C@H](N)C(=O)O